C(C)(C)(C)C1C(C1\C=C/C#N)(C)C tert-butyl-Z-3-(2-cyanovinyl)-2,2-dimethyl-cyclopropane